6-Chloro-N4-cyclopropyl-2-(propylthio)pyrimidine-4,5-diamine ClC1=C(C(=NC(=N1)SCCC)NC1CC1)N